(2S,3R)-3-[(ethanesulfonyl)amino]-4,4-difluoro-N,N-dimethyl-2-[(2,3',5'-trifluoro[1,1'-biphenyl]-3-yl)methyl]-pyrrolidine-1-carboxamide C(C)S(=O)(=O)N[C@@H]1[C@@H](N(CC1(F)F)C(=O)N(C)C)CC=1C(=C(C=CC1)C1=CC(=CC(=C1)F)F)F